(2,4-dihydroxyphenyl)-pyridin-3-ylmethanone OC1=C(C=CC(=C1)O)C(=O)C=1C=NC=CC1